3-aminoquinoxalin-2(1H)-one NC=1C(NC2=CC=CC=C2N1)=O